ClC(C1=C(C=CC=C1)C(Cl)Cl)Cl 1,2-bis(dichloromethyl)benzene